FC1(CN(CC1)C1=NC(=CC(=C1NC(=O)C=1C=NC(=NC1)C(C)C)C1=CC=CC=C1)OC)F N-(2-(3,3-difluoropyrrolidin-1-yl)-6-methoxy-4-phenylpyridin-3-yl)-2-isopropylpyrimidine-5-carboxamide